FC(S(=O)(=O)OC1=CC(=C(C=C1)C1CN(CC1)C(=O)C1=NC=C(C=C1)F)C=O)(F)F 4-(1-(5-fluoropyridoyl) pyrrolidin-3-yl)-3-formylphenyl trifluoromethanesulfonate